C(C)(=O)O[N+](C)(C)CCCOC(C(=C)C)=O [3-(methacryloyloxy)propyl](dimethylammonio) acetate